O1CCOC12CC=C(CC2)C2=CC=C(S2)CNCCC2(CCOC1(CCCC1)C2)C2=NC=CC=C2 N-((5-(1,4-dioxaspiro[4.5]dec-7-en-8-yl)thiophen-2-yl)methyl)-2-(9-(pyridin-2-yl)-6-oxaspiro[4.5]dec-9-yl)ethanamine